1-bromo-3-fluoro-5-vinylbenzene BrC1=CC(=CC(=C1)C=C)F